6-(methylcarbamoyl)pyridine-2,4-dicarboxylic acid 4-tert-butyl 2-ethyl ester CCOC(=O)C1=NC(=CC(=C1)C(=O)OC(C)(C)C)C(NC)=O